(2R)-4-[3-[1-(2,6-dioxo-3-piperidyl)-3-methyl-2-oxo-benzimidazol-5-yl]propyl]piperazine-2-carboxylic acid O=C1NC(CCC1N1C(N(C2=C1C=CC(=C2)CCCN2C[C@@H](NCC2)C(=O)O)C)=O)=O